N-[(1S)-1-(5-chloro-6-fluoro-1H-1,3-benzodiazol-2-yl)ethyl]carbamic acid tert-butyl ester C(C)(C)(C)OC(N[C@@H](C)C1=NC2=C(N1)C=C(C(=C2)Cl)F)=O